2-(1,1-difluoroethyl)pyridin FC(C)(F)C1=NC=CC=C1